(R)-3-(5-(difluoromethoxy)pyridin-3-yl)-1-(5-fluoropyridin-2-yl)-N-(3-methyl-1,1-dioxidothietan-3-yl)-4,5,6,7-tetrahydro-1H-indazole-6-carboxamide FC(OC=1C=C(C=NC1)C1=NN(C=2C[C@@H](CCC12)C(=O)NC1(CS(C1)(=O)=O)C)C1=NC=C(C=C1)F)F